C(N)(=O)C=1OCC(N1)CCCCC1N=C(OC1)C(N)=O tetramethylenebis(2-carbamoyl-2-oxazoline)